methyl 2-(3-methyl-2,6-dioxo-1,2,3,6-tetrahydro-7H-purin-7-yl)propanoate CN1C(NC(C=2N(C=NC12)C(C(=O)OC)C)=O)=O